triethylmethylketoxime C(C)C(CC)(CC)C(=NO)C(CC)(CC)CC